CN(C/C=C/C(=O)N1CCN(CC1)C=1C=NC=C(C1C1=CC(=C(CNC(=O)C2=NOC(=N2)C2(CC2)C)C=C1)C)F)C (E)-N-(4-(3-(4-(4-(dimethylamino)but-2-enoyl)piperazin-1-yl)-5-fluoropyridin-4-yl)-2-methylbenzyl)-5-(1-methylcyclopropyl)-1,2,4-oxadiazole-3-carboxamide